ammonium [2-(methacryloyloxy)-ethyl]sulfate C(C(=C)C)(=O)OCCOS(=O)(=O)[O-].[NH4+]